CC=1SC2=C(N1)C=C(C(=C2)C)NC=2N=CC1=C(N2)N(C(C=C1C)=O)C1CCOCC1 2-((2,6-dimethylbenzo[d]thiazol-5-yl)amino)-5-methyl-8-(tetrahydro-2H-pyran-4-yl)pyrido[2,3-d]pyrimidin-7(8H)-one